(2R)-2-(4-Fluorophenyl)-N-[4-(5-methyl-4-oxo-3-phenyl-4,5-dihydro-1H-pyrrolo[3,2-c]pyridin-2-yl)pyridin-2-yl]propanamid FC1=CC=C(C=C1)[C@H](C(=O)NC1=NC=CC(=C1)C1=C(C=2C(N(C=CC2N1)C)=O)C1=CC=CC=C1)C